C(C)(C)N(C1=CC2=C(C(=N1)N1CC3CCC(C1)N3C(=O)[O-])CNC2=O)C 3-(6-(isopropyl(methyl)amino)-1-oxo-2,3-dihydro-1H-pyrrolo[3,4-c]pyridin-4-yl)-3,8-diazabicyclo[3.2.1]octane-8-carboxylate